[Na+].C(CCCCCCCCCCC)NCC(=O)[O-] lauryl-glycine sodium salt